rac-(1R,3S)-3-(2-chloropyrimidin-5-yl)cyclopentyl N-(1-methylcyclopropyl)carbamate CC1(CC1)NC(O[C@H]1C[C@H](CC1)C=1C=NC(=NC1)Cl)=O |r|